CC1=C2C=NN(C2=CC=C1C1=C2C=C(N=CC2=CC=N1)NC1=CC=C(C=C1)S(=O)(=O)N)CC(C(F)(F)F)(C(F)(F)F)O 4-((5-(4-methyl-1-(3,3,3-trifluoro-2-hydroxy-2-(trifluoromethyl)propyl)-1H-indazol-5-yl)-2,6-naphthyridin-3-yl)amino)benzenesulfonamide